(3-amino-trans-cyclobutyl)-N-ethyl-2-(3-(hexyloxy)phenyl)acetamide N[C@@H]1C[C@H](C1)C(C(=O)NCC)C1=CC(=CC=C1)OCCCCCC